O=C1N(C(CN1)C1=CC=CC=C1)C(=O)[O-] 2-oxo-5-phenylimidazolidine-1-carboxylate